FC1=CC=2N(C=C1)C(=CN2)C2=C1CNC(C1=C(C=C2)NC2=NC=C(C=C2)N2CCC(CC2)(C)CO)=O 4-(7-fluoroimidazo[1,2-a]pyridin-3-yl)-7-((5-(4-(hydroxymeth-yl)-4-methylpiperidin-1-yl)pyridin-2-yl)amino)isoindolin-1-one